C(C1=CC=CC=C1)NC=1C2=C(N=C(N1)C1=C(C=CC=C1)C(C)C)CCN(C2)CC#N 2-(4-(benzylamino)-2-(2-isopropylphenyl)-7,8-dihydropyrido[4,3-d]pyrimidin-6(5H)-yl)acetonitrile